OC=1C=C(C=CC1)CC1=NC2=C(N1)C=CC(=C2)C(=O)O 2-[(3-hydroxyphenyl)methyl]-1H-benzimidazole-5-carboxylic acid